2-(2-(N-methylacetamido)ethyl)-2H-1,2,3-triazole-4-carboxylic acid CN(C(C)=O)CCN1N=CC(=N1)C(=O)O